ditolyl tartrate C(=O)(OC1=C(C=CC=C1)C)C(O)C(O)C(=O)OC1=C(C=CC=C1)C